C(C)C(CC)CC 3-ETHYLPENTANE